N-hydroxy-5-norbornene-2,3-dicarboxylimide C1C2C=CC1C3C2C(=O)N(C3=O)O